2-(4-nitrophenyl)-2,5-dihydro-4H-thieno-[3,4-c]-pyrazol-3-yl-naphthaleneacetamide [N+](=O)([O-])C1=CC=C(C=C1)N1NC=2C(=C1C1=C(C3=CC=CC=C3C=C1)CC(=O)N)CSC2